Chloromethyl-diethoxysilane ClC[SiH](OCC)OCC